CC=1N(C=CN1)C(C(=O)OCC)C1=CC=C(C=C1)[N+](=O)[O-] ethyl 2-(2-methyl-1H-imidazol-1-yl)-2-(4-nitrophenyl)acetate